FC=1C=C(C=NC1)NC(=N)C1(CCNCC1)C N-(5-fluoropyridin-3-yl)-4-methylpiperidin-4-carboximidamide